L-gluconic acid bismuth (III) salt [Bi+3].O=C([C@@H](O)[C@H](O)[C@@H](O)[C@@H](O)CO)[O-].O=C([C@@H](O)[C@H](O)[C@@H](O)[C@@H](O)CO)[O-].O=C([C@@H](O)[C@H](O)[C@@H](O)[C@@H](O)CO)[O-]